FC=1C=C(C=CC1)NC(CN1CC2=C(CC1)SC(=C2)C2=NOC(=N2)C(F)(F)F)=O N-(3-Fluorophenyl)-2-(2-(5-(trifluoromethyl)-1,2,4-oxadiazol-3-yl)-6,7-dihydrothieno[3,2-c]pyridin-5(4H)-yl)acetamide